(4-(2-fluorophenoxy)phenyl)-3-oxopropanamide FC1=C(OC2=CC=C(C=C2)C(C(=O)N)C=O)C=CC=C1